S1N=NC=C1.N1=C(C=CC=C1)C1=NC=CC=C1 bipyridyl thiadiazole salt